2-(4-(4-(difluoromethyl)-3-methoxybenzyl)-2-(2-isopropylphenyl)piperazin-1-yl)-7-azaspiro[3.5]Nonane FC(C1=C(C=C(CN2CC(N(CC2)C2CC3(C2)CCNCC3)C3=C(C=CC=C3)C(C)C)C=C1)OC)F